[Si](C1=CC=CC=C1)(C1=CC=CC=C1)(C(C)(C)C)OC[C@H]1CC(C(N1C(=O)OC(C)(C)C)=O)([Se]C1=CC=CC=C1)[Se]C1=CC=CC=C1 tert-butyl (5R)-5-[[tert-butyl(diphenyl)silyl]oxymethyl]-2-oxo-3,3-bis(phenylselanyl)pyrrolidine-1-carboxylate